[Si](C1=CC=CC=C1)(C1=CC=CC=C1)(C(C)(C)C)OCC1CCC(CC1)CC#N 2-[4-[[tert-butyl(diphenyl)silyl]oxymethyl]cyclohexyl]acetonitrile